N-{3-(3,3-Difluorocyclobutyl)-1-oxo-1-[(2-oxospiro[1H-indole-3,4'-oxane]-6-yl)amino]-propan-2-yl}-2-methylpyrazole-3-carboxamide FC1(CC(C1)CC(C(NC1=CC=C2C(=C1)NC(C21CCOCC1)=O)=O)NC(=O)C=1N(N=CC1)C)F